(2-(methylsulfonyl)ethoxy)methan CS(=O)(=O)CCOC